C(=O)(O)C1=C(C=CC=C1O)N1C(C=CC1=O)=O N-(2-carboxy-3-hydroxyphenyl)maleimide